3-(4-(N-(4-trifluoromethylphenyl)-9H-carbazol-3-yl)phenyl)-1H-phenanthro[9,10-d]imidazole FC(C1=CC=C(C=C1)N1C2=CC=CC=C2C=2C=C(C=CC12)C1=CC=C(C=C1)N1CNC2=C1C=1C=CC=CC1C1=CC=CC=C12)(F)F